5-((4-(2,6-difluorophenyl)piperazin-1-yl)methyl)-2-(2,6-dioxopiperidin-3-yl)isoindoline-1,3-dione FC1=C(C(=CC=C1)F)N1CCN(CC1)CC=1C=C2C(N(C(C2=CC1)=O)C1C(NC(CC1)=O)=O)=O